[2-(4-fluorophenyl)propan-2-yl]-2-(pyridin-4-yl)pyrido[3,4-d]pyrimidin-4-amine FC1=CC=C(C=C1)C(C)(C)C1=CN=CC=2N=C(N=C(C21)N)C2=CC=NC=C2